FC1=C(C(=O)C2=CNC3=NC=C(C=C32)C3=C(C(=O)O)C=CC=C3)C=CC(=C1NS(=O)(=O)CCC)F 2-(3-(2,4-difluoro-3-(propylsulfonamido)benzoyl)-1H-pyrrolo[2,3-b]pyridin-5-yl)benzoic acid